ClC=1C=C(C(=NC1C(C(F)(F)F)(C)C)C)B1OC(C(O1)(C)C)(C)C 5-chloro-2-methyl-3-(4,4,5,5-tetramethyl-1,3,2-dioxaborolan-2-yl)-6-(2,2,2-trifluoro-1,1-dimethyl-ethyl)pyridine